4-[5-acetyl-2-[6-(6-methylpyridazin-3-yl)oxypyrazolo[1,5-a]pyridin-3-yl]-1,3-thiazol-4-yl]-3-fluoro-1-(2,2,2-trifluoroethyl)pyridin-2-one C(C)(=O)C1=C(N=C(S1)C=1C=NN2C1C=CC(=C2)OC=2N=NC(=CC2)C)C2=C(C(N(C=C2)CC(F)(F)F)=O)F